N[C@@H]1C2=CC=CC=C2CC12CCN(CC2)C2=NC(=C(C(=N2)C(=O)O)C2=C(C(=CC=C2)Cl)Cl)C 2-((S)-1-amino-1,3-dihydrospiro[inden-2,4'-piperidin]-1'-yl)-5-(2,3-dichlorophenyl)-6-methylpyrimidine-4-carboxylic acid